N-(2-fluoro-4-((1-methyl-1H-benzo[d][1,2,3]triazol-5-yl)-oxy)phenyl)-6-(methylsulfinyl)pyrimido[5,4-d]pyrimidin-4-amine FC1=C(C=CC(=C1)OC1=CC2=C(N(N=N2)C)C=C1)NC=1C2=C(N=CN1)C=NC(=N2)S(=O)C